3-(4-(methylthio)phenyl)urea CSC1=CC=C(C=C1)NC(N)=O